dimethoxydimethoxysilylpropylamine CON(CCC[SiH](OC)OC)OC